OC(CCC=1N=C2N(C=C(C(=C2)C(=O)NC2COC2)NC(C2=NC(=CC=C2)C(F)(F)F)=O)C1)(C)C 2-(3-hydroxy-3-methylbutyl)-N-(oxetan-3-yl)-6-(6-(trifluoromethyl)picolinamido)imidazo[1,2-a]pyridine-7-carboxamide